silyltitanocene [CH-]1C=CC=C1.C1=C[C-](C=C1)[Si].[Ti+2]